2-[2-[(4aS,7aS)-3,4a,5,6,7,7a-Hexahydro-2H-pyrrolo[3,4-b][1,4]oxazin-4-yl]oxazolo[4,5-b]pyridin-5-yl]-3-methyl-5-(trifluoromethyl)phenol O1[C@@H]2[C@@H](N(CC1)C=1OC=3C(=NC(=CC3)C3=C(C=C(C=C3C)C(F)(F)F)O)N1)CNC2